6,6'-[[3,3',5,5'-tetrakis(1,1-dimethylethyl)-[1,1'-biphenyl]-2,2'-diyl]bis(oxy)]bis-dibenzo[d,f][1,3,2]-dioxaphosphepin CC(C)(C)C=1C(=C(C=C(C1)C(C)(C)C)C1=C(C(=CC(=C1)C(C)(C)C)C(C)(C)C)OP1OC2=C(C3=C(O1)C=CC=C3)C=CC=C2)OP2OC3=C(C1=C(O2)C=CC=C1)C=CC=C3